potassium 3-benzenesulfonyl besylate S(=O)(=O)(OS(=O)(=O)C=1C=CC=CC1)C1=CC=CC=C1.[K]